C1(CC1)OC1=CC=2N(C=C1)C(=CN2)C2=CN=CC(=N2)N[C@H]2CNCC[C@@H]2F 6-(7-cyclopropoxyimidazo[1,2-a]pyridin-3-yl)-N-((3S,4S)-4-fluoropiperidin-3-yl)pyrazin-2-amine